C(C1=CC=CC=C1)N1C(N(CC1)CC1=CC=CC=C1)[C@H](C)CCCCCCCCC |r| (±)-1,3-dibenzyl-2-(undecan-2-yl)imidazolidine